ClC1=C(N(C(C2=C(C=CC=C12)N1CC2=CC(=CC=C2CC1)C)=O)C1=CC=CC=C1)[C@H](C)NC=1C2=C(N=CN1)NC=CC2=O (S)-4'-chloro-7-methyl-3'-(1-((5-oxo-5,8-dihydropyrido[2,3-d]pyrimidin-4-yl)amino)ethyl)-2'-phenyl-3,4-dihydro-1H-[2,8'-biisoquinolin]-1'(2'H)-one